ethyl 2-{5-[2-(1,3-dioxolan-2-yl)-3-[(4-methoxyphenyl)methoxy]phenyl]-1,3-thiazol-2-yl}acetate O1C(OCC1)C1=C(C=CC=C1OCC1=CC=C(C=C1)OC)C1=CN=C(S1)CC(=O)OCC